C(C1=CC=CC=C1)N(CC(COC=1C=C(C(=O)N)C=CC1)O)C 3-(3-(benzyl-(methyl)amino)-2-hydroxypropoxy)benzamide